C(C=C)(=O)NC=1C=C(C=CC1)N1N=C(C(=C1)C1=CC(=C(C(=O)N)C=C1)C(F)(F)F)N 4-(1-(3-acrylamidophenyl)-3-amino-1H-pyrazol-4-yl)-2-(trifluoromethyl)benzamide